5-[6-chloro-3-[1-[2-(4,4-difluoro-1-piperidyl)-6-fluoro-3-methyl-4-oxo-chromen-8-yl]ethylamino]-2-pyridyl]-2-hydroxy-benzaldehyde ClC1=CC=C(C(=N1)C=1C=CC(=C(C=O)C1)O)NC(C)C=1C=C(C=C2C(C(=C(OC12)N1CCC(CC1)(F)F)C)=O)F